tert-butyl (3-(1-trityl-1H-imidazol-4-yl)propyl)carbamate Di-tertbutyl-dicarbonate C(C)(C)(C)OC(=O)OC(=O)OC(C)(C)C.C(C1=CC=CC=C1)(C1=CC=CC=C1)(C1=CC=CC=C1)N1C=NC(=C1)CCCNC(OC(C)(C)C)=O